FC=1N=C(SC1CN1[C@H](C[C@H](C1)OC=1OC=2C(=NC=CC2)N1)C)NC(C)=O N-(4-fluoro-5-(((2S,4R)-2-methyl-4-(oxazolo[4,5-b]pyridin-2-yloxy)pyrrolidin-1-yl)methyl)thiazol-2-yl)acetamide